1-(2-bromomethyl-3-fluoro-4-methoxy-phenyl)-1H-tetrazole BrCC1=C(C=CC(=C1F)OC)N1N=NN=C1